(2S)-2-(4,5-dimethylpyridin-3-yl)-1-methylpyrrolidin-1-ium salicylate C(C=1C(O)=CC=CC1)(=O)[O-].CC1=C(C=NC=C1C)[C@H]1[NH+](CCC1)C